NC1=NC=CC=C1C1=NC=2C(=NC(=CC2)C2=CC=CC=C2)N1C1=CC=C(CNC2CCC(CC2)C(=O)OC)C=C1 methyl (1s,4s)-4-((4-(2-(2-aminopyridin-3-yl)-5-phenyl-3H-imidazo[4,5-b]pyridin-3-yl)benzyl)amino)cyclohexane-1-carboxylate